6-bromo-3-methyl-N-propan-2-ylcinnoline-4-carboxamide BrC=1C=C2C(=C(N=NC2=CC1)C)C(=O)NC(C)C